CC1=C(C=C(C=C1)C1=CC(=NO1)C)S(=O)(=O)Cl 2-methyl-5-(3-methylisoxazol-5-yl)benzene-1-sulfonyl chloride